p-acetaminoanisole N(C(=O)C)C1=CC=C(C=C1)OC